O[C@@H]1CN(CC1)C(CN(C)C=1C2=C(N=C(N1)C1=NC=CC(=C1)OC)CCC2)=O 1-[(3S)-3-hydroxypyrrolidin-1-yl]-2-{[2-(4-methoxypyridin-2-yl)-5H,6H,7H-cyclopenta[d]pyrimidin-4-yl](methyl)amino}ethan-1-one